N,N-diethylpyrazolo[1,5-a]pyridine-3-carboxamide C(C)N(C(=O)C=1C=NN2C1C=CC=C2)CC